benzotriazol-1-yloxytris(dimethylamino)phosphonium hexafluoro-phosphate F[P-](F)(F)(F)(F)F.N1(N=NC2=C1C=CC=C2)O[P+](N(C)C)(N(C)C)N(C)C